C1(=CC=CC=C1)C1=C(C2=CC3=C4C(=CC=C3N=C2C=C1)N=C1C(CCC=C14)=O)C1=C(C=CC=C1)C=1C(=CC=CC1)C1=CC=CC=C1 phenyl(terphenylyl)indoloacridone